CN1N=CC(=C1)C1=CC2=C(N[C@H](CN2)[C@@H](C2=CC=CC=C2)NC[C@H](C)C2=CC=C(C#N)C=C2)N=C1 |o1:23| 4-((R or S)-1-(((R)-((R)-7-(1-methyl-1H-pyrazol-4-yl)-1,2,3,4-tetrahydropyrido[2,3-b]pyrazin-3-yl)(phenyl)methyl)amino)propan-2-yl)benzonitrile